BrC(C(=O)[O-])(C)C bromo-2-methylpropionate